3-hydroxy-2-ethylhexyl methacrylate C(C(=C)C)(=O)OCC(C(CCC)O)CC